S1C(=NC2=C1C=CC=C2)C=2C=CC(=C(N)C2)C 5-(benzo[d]thiazol-2-yl)-2-methylaniline